3-fluoro-5-[(4-methoxyphenyl)ethoxy]-4-(1,1,4-trioxo-1,2,5-thiadiazolidin-2-yl)benzaldehyde FC=1C=C(C=O)C=C(C1N1S(NC(C1)=O)(=O)=O)OCCC1=CC=C(C=C1)OC